1-(1-((1-fluorocyclopropyl)methyl)piperidin-4-yl)-1H-pyrazol FC1(CC1)CN1CCC(CC1)N1N=CC=C1